tert-Butyl (S)-7-methoxy-8-((tetrahydrofuran-3-yl)amino)-3,4-dihydroisoquinoline-2(1H)-carboxylate COC1=CC=C2CCN(CC2=C1N[C@@H]1COCC1)C(=O)OC(C)(C)C